BrC=1N=C(N2C1C=CC=C2)NC2=CC=NC1=CC(=CC=C21)C(F)F N-(1-bromo-imidazo[1,5-a]pyridin-3-yl)-7-(di-fluorometh-yl)quinolin-4-amine